C(C)(C)(C)OC(=O)N1C[C@H](C(CC1)=O)C (3R)-3-methyl-4-oxo-piperidine-1-carboxylic acid tert-butyl ester